C1(=C(C=CC2=CC=CC=C12)OC1C2=CC=CC=C2C=2C=CC(=CC12)CO)C1=C(C=CC2=CC=CC=C12)OC1C2=CC=CC=C2C=2C=CC(=CC12)CO {[1,1'-binaphthalene]-2,2'-diylbis(oxy-9H-fluorene-9,2-diyl)}dimethanol